NC=1C(=C(C=C2C=C(N=CC12)NC(OC1CC(C1)C(=O)N1CCC1)=O)C1=C(C2=C(OCCN2)N=C1)C)F 3-(Azetidine-1-carbonyl)cyclobutyl (8-amino-7-fluoro-6-(8-methyl-2,3-dihydro-1H-pyrido[2,3-b][1,4]oxazin-7-yl)isoquinolin-3-yl)carbamate